C(C=C)[C@]1(N(C(C2=CC(=CC(=C12)Br)F)=O)CC1=CC=C(C=C1)OC)C(=O)OC |r| rac-Methyl 1-allyl-7-bromo-5-fluoro-2-[(4-methoxyphenyl)methyl]-3-oxo-isoindoline-1-carboxylate